C(C)(C)(C)C=1C=C(C(=O)OCCCCCCCCOC2=CC=C(C=C2)C(=O)OC2=CC=C(C=C2)OC(C2=CC=C(C=C2)C)=O)C=C(C1O)C(C)(C)C 8-(4-((4-((4-methylbenzoyl)oxy)phenoxy)carbonyl)phenoxy)octyl 3,5-di-tert-butyl-4-hydroxybenzoate